N(=C=O)C=1C=C2CCCC2=CC1C(C)C 5-isocyanato-6-(propan-2-yl)-2,3-dihydro-1H-indene